Styrenesulfonic acid-N,N-dimethylacrylamide CN(C(C=C)=O)C.C(=CC1=CC=CC=C1)S(=O)(=O)O